2-(5-methoxy-2-((1-methylcyclopropane-1-carboxamido)methyl)-1-tosyl-1H-indol-6-yl)ethyl methanesulfonate CS(=O)(=O)OCCC1=C(C=C2C=C(N(C2=C1)S(=O)(=O)C1=CC=C(C)C=C1)CNC(=O)C1(CC1)C)OC